(S)-7-(4-fluoro-2-(4-(2-(trifluoromethyl)benzoyl)-1H-pyrrol-2-yl)-1H-benzo[d]imidazol-6-yl)-2-methylhexahydroimidazo[1,5-a]pyrazin-3(2H)-one FC1=CC(=CC=2NC(=NC21)C=2NC=C(C2)C(C2=C(C=CC=C2)C(F)(F)F)=O)N2C[C@@H]1N(CC2)C(N(C1)C)=O